CN1C=C(C=C(C1=O)C)C1=CC(=C(C=C1)NC(=O)C1CCC(CC1)(F)F)NC[C@H](C)OCC (S)-N-(4-(1,5-dimethyl-6-oxo-1,6-dihydropyridin-3-yl)-2-((2-ethoxypropyl)amino)phenyl)-4,4-difluorocyclohexane-1-carboxamide